C(C)(C)(C)OC(=O)N1C(C2=CC=CC(=C2C1)Br)(C)O 4-bromo-1-hydroxy-1-methyl-1,3-dihydroisoindole-2-carboxylic acid tert-butyl ester